C1(CCC1)CC(=O)O[C@H]1[C@H](NC[C@@H]1O)CC1=CC=C(C=C1)OC (2R,3S,4S)-4-hydroxy-2-[(4-methoxyphenyl)methyl]pyrrolidin-3-yl 2-cyclobutylacetate